(R)-3-(6-bromo-3-((5-(5-(difluoromethyl)-1,3,4-oxadiazol-2-yl)pyridin-2-yl)methyl)-5-fluoro-2-oxo-2,3-dihydro-1H-benzo[d]imidazol-1-yl)pyrrolidine-1-carboxylic acid tert-butyl ester C(C)(C)(C)OC(=O)N1C[C@@H](CC1)N1C(N(C2=C1C=C(C(=C2)F)Br)CC2=NC=C(C=C2)C=2OC(=NN2)C(F)F)=O